(7-amino-6-(pyrazolo[1,5-a]pyridin-5-yl)-2,3-dihydro-1H-inden-5-yl)methanol NC=1C(=C(C=C2CCCC12)CO)C1=CC=2N(C=C1)N=CC2